4-(tetradecylthio)-1-butanol C(CCCCCCCCCCCCC)SCCCCO